4-chloro-6-(6-methoxy-5-nitropyridin-3-yl)quinoline ClC1=CC=NC2=CC=C(C=C12)C=1C=NC(=C(C1)[N+](=O)[O-])OC